oxalic acid tetrasodium [Na].[Na].[Na].[Na].C(C(=O)O)(=O)O